ClCNC([C@@H](C)N1C(C2=CC=CC=C2C1=O)=O)=O (2R)-N-(chloromethyl)-2-(1,3-dioxoisoindolin-2-yl)propanamide